4-((8-methoxy-1,7-naphthyridin-4-yl)amino)-N-((R)-1-(4-methoxyphenyl)ethyl)-N'-(1-(4-methoxyphenyl)ethyl)benzenesulfonimidamide COC=1N=CC=C2C(=CC=NC12)NC1=CC=C(C=C1)S(=O)(N[C@H](C)C1=CC=C(C=C1)OC)=NC(C)C1=CC=C(C=C1)OC